tri-t-butylphosphine C(C)(C)(C)P(C(C)(C)C)C(C)(C)C